ClC#CCCCC#CCl 1,7-Dichloro-1,6-heptadiyne